1-[(4-bromo-2,6-difluorophenyl)methyl]-7-methoxy-1H,2H,3H-imidazo[4,5-C]-1,8-naphthyridin-2-one BrC1=CC(=C(C(=C1)F)CN1C(NC=2C=NC=3N=C(C=CC3C21)OC)=O)F